C(N)(=O)C1=CC(=C(C=C1)C=1C=[N+](C=C(C1)CN1[C@H](CCC1)C(N[C@@H](C)C1=CC=C(C=C1)C(=O)O)=O)[O-])C 3-(4-carbamoyl-2-methylphenyl)-5-(((R)-2-(((S)-1-(4-carboxyphenyl)ethyl)carbamoyl)pyrrolidin-1-yl)methyl)pyridine 1-oxide